FC(C(=O)O)(F)F.NC1(CC1)CN(C1=C(C=C(C=C1)NC1=NC=2N(C(=C1)NC1CC1)N=CC2C#N)C[S@](=O)C)C |r| (±)-5-((4-(((1-Aminocyclopropyl)methyl)(methyl)amino)-3-((methylsulfinyl)methyl)phenyl)amino)-7-(cyclopropylamino)pyrazolo[1,5-a]pyrimidine-3-carbonitrile monotrifluoroacetic acid salt